(3,5-difluoro-4-((7-(2-(methylamino)ethoxy)quinolin-4-yl)oxy)phenyl)-6-methylpyridine-3-carboxamide FC=1C=C(C=C(C1OC1=CC=NC2=CC(=CC=C12)OCCNC)F)C1=NC(=CC=C1C(=O)N)C